3-[[4-[(1E)-1-[[[4-cyclohexyl-3-(trifluoromethyl)phenyl]methoxy]imino]ethyl]-2-Ethylphenyl]-methyl]-3-azetidinecarboxylic acid fumarate C(\C=C\C(=O)O)(=O)O.C1(CCCCC1)C1=C(C=C(C=C1)CO\N=C(/C)\C1=CC(=C(C=C1)CC1(CNC1)C(=O)O)CC)C(F)(F)F